O=C1NC(CC[C@H]1NC1=CC=C(C=C1)C1CCN(CC1)CCCCCCCC(=O)O)=O (R)-8-(4-(4-((2,6-dioxopiperidin-3-yl)amino)phenyl)piperidin-1-yl)octanoic acid